C[Si](CCOCN1N=CC2=NNC(C=C21)=O)(C)C 1-((2-(trimethylsilyl)ethoxy)methyl)-1H-pyrazolo[4,3-c]pyridazin-6(5H)-one